2-amino-6-(1-(difluoromethyl)-1H-pyrazol-4-yl)-4-(6-(3-((6-ethynylpyridin-3-yl)methyl)-3,8-diazabicyclo[3.2.1]octan-8-yl)pyridin-3-yl)pyrazolo[1,5-a]pyridine-3-carbonitrile NC1=NN2C(C(=CC(=C2)C=2C=NN(C2)C(F)F)C=2C=NC(=CC2)N2C3CN(CC2CC3)CC=3C=NC(=CC3)C#C)=C1C#N